tert-butyl (1R,4r)-4-((E)-4-(((1r,4R)-4-(2-(Dibenzylamino)ethoxy) cyclohexyl)oxy)but-2-enamido)cyclohexane-1-carboxylate C(C1=CC=CC=C1)N(CCOC1CCC(CC1)OC/C=C/C(=O)NC1CCC(CC1)C(=O)OC(C)(C)C)CC1=CC=CC=C1